BrC=1C2=C(SC1C(F)(F)P(OCC)(OCC)=O)C=CC(=C2)NC(=O)NC2=CC=CC=C2 diethyl ((3-bromo-5-(3-phenylureido)benzo[b]thiophen-2-yl)difluoromethyl)phosphonate